N1C=NC2=C1C=CC(=C2)N2C(C1=CC=CC=C1[C@H]2C2=CC=C(C=C2)Cl)=O (R)-2-(1H-Benzo[d]imidazol-5-yl)-3-(4-chlorophenyl)isoindolin-1-on